C(C)(C)(C)NS(=O)(=O)N1CCCC2=C(C=CC=C12)[N+](=O)[O-] N-tert-butyl-5-nitro-3,4-dihydroquinolin-1(2H)-sulfonamide